[Si](C)(C)(C(C)(C)C)OC(C#C\C(=C/C=O)\C1=CC=C(C=C1)OC)(C#C[Si](C(C)C)(C(C)C)C(C)C)C1=CC=C(C=C1)[N+](=O)[O-] (Z)-6-((tert-butyldimethylsilyl)oxy)-3-(4-methoxyphenyl)-6-(4-nitrophenyl)-8-(triisopropylsilyl)octane-2-ene-4,7-diyne-1-aldehyde